(rac)-1-[1-[2-amino-4-(trifluoromethoxy)benzoyl]-4-piperidyl]-6-norcaran-1-yl-3H-imidazo[4,5-b]pyridin-2-one NC1=C(C(=O)N2CCC(CC2)N2C(NC3=NC=C(C=C32)C32CCCCC3C2)=O)C=CC(=C1)OC(F)(F)F